CC1(CCC(CC1)C(C(=O)NC=1C=C2CC(CC2=CC1)(C(NC)=O)N1C(N[C@@H](C1)C(C)C)=O)NC(=O)C1=CC=NN1C)C N-(1-(4,4-dimethylcyclohexyl)-2-((2-((R)-4-isopropyl-2-oxoimidazolidin-1-yl)-2-(methylcarbamoyl)-2,3-dihydro-1H-inden-5-yl)amino)-2-oxoethyl)-1-methyl-1H-pyrazole-5-carboxamide